10-methyl-5-(naphthalen-2-yl)naphtho[1',2':4,5]imidazo[1,2-a]pyridine CC1=CC=2N(C=C1)C1=C(N2)C=2C=CC=CC2C(=C1)C1=CC2=CC=CC=C2C=C1